OC(=CC(C)=O)C 4-hydroxypenta-3-en-2-one